dibenzylidene(cyclopentadienyl)(9-fluorenyl)zirconium dichloride [Cl-].[Cl-].C(C1=CC=CC=C1)=[Zr](C1C2=CC=CC=C2C=2C=CC=CC12)(C1C=CC=C1)=CC1=CC=CC=C1